5-chloro-3-cyclopropyl-N-(4-(pyridin-2-yl)benzyl)pyrazolo[1,5-a]pyrimidin-7-amine ClC1=NC=2N(C(=C1)NCC1=CC=C(C=C1)C1=NC=CC=C1)N=CC2C2CC2